methyl 2-[[2-[(3-bromo-2-chloro-phenyl)carbamoyl]-4,5,6,7-tetrahydropyrazolo[1,5-a]pyridin-4-yl]amino]-2-methyl-propanoate BrC=1C(=C(C=CC1)NC(=O)C1=NN2C(C(CCC2)NC(C(=O)OC)(C)C)=C1)Cl